CC=1C(=C2C=CN(C2=CC1C)COCC[Si](C)(C)C)N1CC=2N=C(N=C(C2CC1)N1CCN(CC1)C(=O)OC(C)(C)C)OC[C@H]1N(CCC1)C tert-butyl 4-[7-[5,6-dimethyl-1-(2-trimethylsilylethoxymethyl)indol-4-yl]-2-[[(2S)-1-methylpyrrolidin-2-yl]methoxy]-6,8-dihydro-5H-pyrido[3,4-d]pyrimidin-4-yl]piperazine-1-carboxylate